6-Chloro-N-[5-(5-methoxy-1H-benzimidazol-2-yl)-1-[(4-methoxyphenyl)methyl]pyrazol-3-yl]pyridine-3-carboxamide ClC1=CC=C(C=N1)C(=O)NC1=NN(C(=C1)C1=NC2=C(N1)C=CC(=C2)OC)CC2=CC=C(C=C2)OC